C(C)OC(=O)C1(OC2=C(C1O)C=C(C=C2)Br)C.C(C(=C)C)(=O)OCC2OC(C2)OC(F)(F)F 2-(methacryloxymethyl)-4-trifluoromethoxyoxetane ethyl-5-bromo-3-hydroxy-2-methyl-2,3-dihydrobenzofuran-2-carboxylate